FC1=CC(=NC(=C1)F)OC 4,6-difluoro-2-methoxypyridine